C(C)(C)(C)[P@@]1COC2=C1C(=CC=C2)N2C(=CC=C2C2=CC=CC=C2)C2=CC=CC=C2 1-[(3S)-3-tert-butyl-2,3-dihydro-1,3-benzoxaphospholen-4-yl]-2,5-diphenyl-1H-pyrrole